C(C)(=O)C1=NN(C2=CC=C(C=C12)C=1C=NC(=NC1)C)CC(=O)N1[C@@H](C[C@H](C1)F)C(=O)NC1=NN(C=C1)CC (2S,4R)-1-(2-(3-acetyl-5-(2-methylpyrimidin-5-yl)-1H-indazol-1-yl)acetyl)-N-(1-ethyl-1H-pyrazol-3-yl)-4-fluoropyrrolidine-2-carboxamide